(4-(4,6-diphenyl-1,3,5-triazin-2-yl)phenyl)boric acid C1(=CC=CC=C1)C1=NC(=NC(=N1)C1=CC=CC=C1)C1=CC=C(C=C1)OB(O)O